COCCOCCOCCOCCOC dimethoxytetraethylene glycol